CC1(OC2C(O1)C(CC2=O)C)C 2,2,6-trimethyl-3a,5,6,6a-tetrahydrocyclopenta[d][1,3]dioxol-4-one